(S)-5-fluoro-4-(1-methyl-2,6-dioxo-1,2,3,6-tetrahydropyrimidin-4-yl)-N-(3-methyl-5-(trifluoromethyl)-1H-pyrazol-4-yl)-2-((1,1,1-trifluoropropan-2-yl)oxy)benzamide FC=1C(=CC(=C(C(=O)NC=2C(=NNC2C(F)(F)F)C)C1)O[C@H](C(F)(F)F)C)C=1NC(N(C(C1)=O)C)=O